N-((1R,6S)-2,2-difluoro-6-(4-isopropylpiperazin-1-yl)cyclohexyl)-2-(2-(3,5-difluorophenyl)-3-methoxypyridin-4-yl)acetamide FC1([C@@H]([C@H](CCC1)N1CCN(CC1)C(C)C)NC(CC1=C(C(=NC=C1)C1=CC(=CC(=C1)F)F)OC)=O)F